CC1(CCC(CC1)=C(C)C)OC(C1=CC=C(C=C1)OC)=O 1-Methyl-4-(propan-2-ylidene)cyclohexyl-4-methoxybenzoat